(1R,2R)-(-)-1,2-cyclohexanediamine platinum (II) [Pt+2].[C@@H]1([C@@H](CCCC1)N)N